sodium sulfonyl-hexadecyl-fluorooctane S(=O)(=O)=C(C(F)CCCCCCCCCCCCCCCC)CCCCCC.[Na]